C(C)(C)(C)OC(=O)N1C[C@H](CC1)NC1=NC(=C(C=C1)C#N)C (3S)-3-[(5-cyano-6-methylpyridin-2-yl)amino]pyrrolidine-1-carboxylic acid tert-butyl ester